CC1(CC(CCC1)C(C)O)C 1-(3,3-dimethyl-cyclohexyl)ethanol